C1(=CC=CC=2C3=CC=CC=C3CC12)COC(=O)N[C@@H](CC(C)C)C(=O)O Fluorenylmethoxycarbonyl-Leucine